2-[(7-fluoro-1H-indazol-6-yl)carbamoyl]3-methyl-butyric acid FC=1C(=CC=C2C=NNC12)NC(=O)C(C(=O)O)C(C)C